C(C)C1(NC(N(C(C1)=O)[C@@H]1CCS(C2=CC=C(C=C12)C(=O)N[C@H]1[C@](CC2=CC=CC=C12)(C)O)(=O)=O)=N)CC (4R)-4-(4,4-diethyl-2-imino-6-oxo-hexahydropyrimidin-1-yl)-N-[(1R,2R)-2-hydroxy-2-methyl-indan-1-yl]-1,1-dioxo-3,4-dihydro-2H-thiochromene-6-carboxamide